S1C=NC2=C1C=CC(=C2)NC2=C1C=C(C=NC1=NC=C2)P(C)(C)=O (5-(benzo[d]thiazol-5-ylamino)-1,8-naphthyridin-3-yl)dimethylphosphine oxide